FC1([C@H](CN(CC1)CC1=CC(=C2CN(C(C2=C1)=O)C=1C=C(C=CC1)C1(CC(C1)CC#N)C1=NN=CN1C)C(F)(F)F)C)F 2-((1S,3s)-3-(3-(6-(((R)-4,4-difluoro-3-methylpiperidin-1-yl)methyl)-1-oxo-4-(trifluoromethyl)isoindolin-2-yl)phenyl)-3-(4-methyl-4H-1,2,4-triazol-3-yl)cyclobutyl)acetonitrile